(3S,4R)-4-aminotetrahydrofuran N[C@@H]1CCOC1